NC1=NC=2C=CC(=CC2C2=C1C=NN2C)C(=O)N2C(C1=C(CC2)OC=C1)C1=CC=C(C=C1)C(F)(F)F (4-amino-1-methyl-1H-pyrazolo[4,3-c]quinolin-8-yl)(4-(4-(trifluoromethyl)phenyl)-6,7-dihydrofuro[3,2-c]pyridin-5(4H)-yl)methanone